COC1=C(C=CC=C1)C1=CC(=CC=C1)N(C1=NC=2N(C3=CC=CC=C13)C=NN2)C N-(2'-Methoxy-[1,1'-biphenyl]-3-yl)-N-methyl-[1,2,4]triazolo[4,3-a]quinazolin-5-amine